C(#N)CC1=CC(=C(C=C1F)C=1N=C2N(C=CC(=C2)C2CC2)C1S(=O)(=O)N)OC [4-(cyanomethyl)-5-fluoro-2-methoxy-phenyl]-7-cyclopropyl-imidazo[1,2-a]pyridine-3-sulfonamide